ClC1=CC(NC(N1C[C@@H]1CN(CCO1)C(=O)OC(C)(C)C)=O)=O Tert-butyl (S)-2-((6-chloro-2,4-dioxo-3,4-dihydropyrimidin-1(2H)-yl)methyl)morpholine-4-carboxylate